(S)-2-(tert-butoxycarbonylamino)-3-(4-((1,3-dioxoisoindolin-2-yloxy)methyl)-1H-1,2,3-triazol-1-yl)propanoic acid C(C)(C)(C)OC(=O)N[C@H](C(=O)O)CN1N=NC(=C1)CON1C(C2=CC=CC=C2C1=O)=O